C1(CC1)C1=CC(=NN1C1OCCCC1)NC1=CC2=C(C(=NO2)NS(=O)(=O)C2=C(C=C(C=C2OC)[C@@H]2N(CC[C@H](C2)F)C(=O)OC(C)(C)C)OC)C=C1OC tert-butyl trans-2-{4-[(6-{[5-cyclopropyl-1-(oxan-2-yl)-1H-pyrazol-3-yl]amino}-5-methoxy-1,2-benzoxazol-3-yl)sulfamoyl]-3,5-dimethoxyphenyl}-4-fluoropiperidine-1-carboxylate